N-{(1S)-3-[3-exo-(4-Fluoro-2-methyl-1H-benzimidazol-1-yl)-8-azabicyclo[3.2.1]oct-8-yl]-1-phenylpropyl}-1-propionyl-3-azetidinecarboxamide FC1=CC=CC=2N(C(=NC21)C)C2CC1CCC(C2)N1CC[C@@H](C1=CC=CC=C1)NC(=O)C1CN(C1)C(CC)=O